C(C)OC(C(CC(CSC(C)(C)C)=O)(C)C)=O ethyl-5-(tert-butylthio)-2,2-dimethyl-4-oxopentanoate